FC1=C(OCC#N)C=CC(=C1F)C1=CN=C2N1C=CN=C2NC2=CC(=C(C=C2)C(=O)N2CCN(CC2)C(CNC)=O)C 2-(2,3-difluoro-4-(8-((3-methyl-4-(4-(methylglycyl)piperazine-1-carbonyl)phenyl)amino)imidazo[1,2-a]pyrazin-3-yl)phenoxy)acetonitrile